C(#N)C=1C(=NC(=NC1)N[C@H]1C[C@H](CCC1)N1C=NC2=C1C=CC(=C2)NC(C=C)=O)OC N-(1-((1S,3R)-3-((5-cyano-4-methoxypyrimidin-2-yl)amino)cyclohexyl)-1H-benzo[d]imidazol-5-yl)acrylamide